C(C)OC(CCC(=O)C1=NC(=CC(=C1O)C#N)C1=CC=C(C2=CC=CC=C12)F)=O 4-[4-cyano-6-(4-fluoro-naphthalen-1-yl)-3-hydroxy-pyridin-2-yl]-4-oxo-butyric acid ethyl ester